NC1=NC=CC=C1C1=NC=2C(=NC(=CC2)C2=CC=CC(N2C)=O)N1C1=CC=C(C=C1)CCl 6-(2-(2-Aminopyridin-3-yl)-3-(4-(chloromethyl)phenyl)-3H-imidazo[4,5-b]pyridin-5-yl)-1-methylpyridin-2(1H)-one